cyclopropyl(7-methoxy-4-(1-methyl-3-phenyl-1H-pyrazol-4-yl)quinazolin-6-yl)methanol C1(CC1)C(O)C=1C=C2C(=NC=NC2=CC1OC)C=1C(=NN(C1)C)C1=CC=CC=C1